(R)-N-(1-(3,4-Dihydroisoquinolin-2(1H)-yl)propan-2-yl)-4-(5-(trifluoromethyl)-1,2,4-oxadiazol-3-yl)benzamide C1N(CCC2=CC=CC=C12)C[C@@H](C)NC(C1=CC=C(C=C1)C1=NOC(=N1)C(F)(F)F)=O